4-(4-aminothiazol-2-yl)-N-methyl-benzenesulfonamide NC=1N=C(SC1)C1=CC=C(C=C1)S(=O)(=O)NC